t-Butyl (3S,4S)-3-amino-4-methoxypyrrolidine-1-carboxylate N[C@H]1CN(C[C@@H]1OC)C(=O)OC(C)(C)C